Methyl (3S)-2-benzyl-5-propyl-1,1-dioxo-1,2,5-thiadiazolidine-3-carboxylate C(C1=CC=CC=C1)N1S(N(C[C@H]1C(=O)OC)CCC)(=O)=O